19-hydroxyicosanoic acid OC(CCCCCCCCCCCCCCCCCC(=O)O)C